FC1(CCCC1)CC=1OC(=CN1)C=1C=CC(=NC1C1=CC=2N(C=C1)C=CN2)C#N 5-(2-((1-Fluorocyclopentyl)methyl)oxazol-5-yl)-6-(imidazo[1,2-a]pyridin-7-yl)picolinonitril